BrC1=C(C(=CC(=C1O)Br)CNC1=CC=C(C=C1)C=1C=C2N(C=C(N=C2C)C)C1)O 2,4-dibromo-6-(((4-(1,3-dimethylpyrrolo[1,2-a]pyrazin-7-yl)phenyl)amino)methyl)benzene-1,3-diol